2-((4-methoxypiperidin-4-yl)ethynyl)pyridine hydrochloride Cl.COC1(CCNCC1)C#CC1=NC=CC=C1